C(C)N=C=O isocyanic acid, Ethyl ester